FC1=CC=C(C=C1)C(C1=CC(=C(N)C(=C1)C)C)C1=CC=C(C=C1)F 4-(Bis(4-fluorophenyl)methyl)-2,6-dimethylaniline